CN1OC(C2C1CCC(C2)(CC=C(C)C)C)(C)C 1,3,3,5-tetramethyl-5-(3-methylbut-2-en-1-yl)octahydrobenzo[c]isoxazole